NC1=NC=CC(=C1Cl)SC=1C=CC=2C(=NC=C(N2)N2CCC3(CC2)C2CCCC[C@@H]2C3)N1 (R)-1'-(6-((2-amino-3-chloropyridin-4-yl)thio)pyrido[2,3-b]pyrazin-2-yl)spiro[bicyclo[4.2.0]octane-7,4'-piperidine]